1-phenyl-1,3-trimethylindane CC1(CC(C2=CC=CC=C21)(C)C3=CC=CC=C3)C